COC1=NC2=CC(=CC=C2C=N1)C=1C=C(C=CC1)NC(C=C)=O N-[3-(2-methoxyquinazolin-7-yl)phenyl]prop-2-enamide